BrC1=C(C(=O)O)C(=CC(=C1)F)F 2-bromo-4,6-difluorobenzoic acid